2,2-dimethyl-5-methoxyl-4-oxo-7-(p-methyl-benzenesulfonyloxy)-2,3-dihydrobenzopyran CC1(OC2=C(C(C1)=O)C(=CC(=C2)OS(=O)(=O)C2=CC=C(C=C2)C)OC)C